tert-butyl (S)-(1-(5-(3-fluoro-4-(1-(tetrahydro-2H-pyran-4-yl)piperidin-4-yl)phenyl)-3-vinylthiophene-2-carbonyl)pyrrolidin-3-yl)carbamate FC=1C=C(C=CC1C1CCN(CC1)C1CCOCC1)C1=CC(=C(S1)C(=O)N1C[C@H](CC1)NC(OC(C)(C)C)=O)C=C